(R)-(5-(6-(4-(2-hydroxypropyl)piperazin-1-yl)-1H-benzo[d]imidazol-2-yl)-1H-pyrrol-3-yl)(2-(trifluoromethyl)phenyl)methanone O[C@@H](CN1CCN(CC1)C=1C=CC2=C(NC(=N2)C2=CC(=CN2)C(=O)C2=C(C=CC=C2)C(F)(F)F)C1)C